methyl 2-(1H-pyrazol-1-yl)-2-(3,3',4'-trifluoro-[1,1'-biphenyl]-4-yl)acetate N1(N=CC=C1)C(C(=O)OC)C1=C(C=C(C=C1)C1=CC(=C(C=C1)F)F)F